C(C)(C)(C)OC(=O)N[C@H](COC1=CC(=C(S1)C#N)C(=O)OC)C methyl 5-[(2S)-2-(tert-butoxycarbonylamino)propoxy]-2-cyano-thiophene-3-carboxylate